(2S,4R)-1-(tert-butoxycarbonyl)-4-(trifluoromethoxy)pyrrolidine-2-carboxylic acid C(C)(C)(C)OC(=O)N1[C@@H](C[C@H](C1)OC(F)(F)F)C(=O)O